The molecule is a phenolate anion that is the conjugate base of 4-nitrocatechol arising from selective deprotonation of the hydroxy group at the position para to the nitro group; the major species at pH 7.3. It has a role as a human xenobiotic metabolite. It is a conjugate base of a 4-nitrocatechol. C1=CC(=C(C=C1[N+](=O)[O-])O)[O-]